N1CCC(CC1)C1=CC=C(C=O)C=C1 4-(piperidin-4-yl)benzaldehyde